C(C)(=O)N1CC(CCC1)N(C(=O)NCC=1NC2=CC(=C(C=C2C1)Cl)OCC1=NOC(=C1)C)C 1-(1-acetylpiperidin-3-yl)-3-({5-chloro-6-[(5-methyl-1,2-oxazol-3-yl)methoxy]-1H-indol-2-yl}methyl)-1-methylurea